[Si](C)(C)(C(C)(C)C)OCC1CCC2(CCCN12)CO (3-(((tert-butyldimethylsilyl)oxy)methyl)tetrahydro-1H-pyrrolizin-7a(5H)-yl)methanol